ethyl (2-cyano-2-(2-(3,5-dichloro-4-((2-ethyl-1-oxo-1,2,3,4-tetrahydroisoquinolin-6-yl)oxy)phenyl)hydrazono)acetyl)carbamate C(#N)C(C(=O)NC(OCC)=O)=NNC1=CC(=C(C(=C1)Cl)OC=1C=C2CCN(C(C2=CC1)=O)CC)Cl